methyl-N-(2,3,5-trifluorobenzyl)cyclohexanesulfonamide CC1(CCCCC1)S(=O)(=O)NCC1=C(C(=CC(=C1)F)F)F